N[C@@H]1C2=CC=CC=C2CC12CCN(CC2)C=2NC(C1=C(N2)NN=C1C(=C)C1=NC(=NC=C1)C#N)=O (S)-4-(1-(6-(1-amino-1,3-dihydro-spiro[indene-2,4'-piperidin]-1'-yl)-4-oxo-4,5-dihydro-1H-pyrazolo[3,4-d]pyrimidin-3-yl)vinyl)pyrimidine-2-carbonitrile